6-(1-(azetidin-3-yl)-1H-pyrazol-4-yl)-4-methoxy-N-phenylthieno[3,2-c]pyridin-7-amine N1CC(C1)N1N=CC(=C1)C1=C(C2=C(C(=N1)OC)C=CS2)NC2=CC=CC=C2